6-(4-(2-(2-oxo-1-phenyloctahydro-1,6-naphthyridin-6(2H)-yl)ethyl)phenyl)hexanoic acid O=C1N(C2CCN(CC2CC1)CCC1=CC=C(C=C1)CCCCCC(=O)O)C1=CC=CC=C1